6-benzyl-2-[(4-[[2-(dimethylamino)ethyl](methyl)amino]-2-methoxyphenyl)amino]-8-methyl-5-[2-(triisopropylsilyl)ethynyl]pyrido[2,3-d]pyrimidin-7-one C(C1=CC=CC=C1)C1=C(C2=C(N=C(N=C2)NC2=C(C=C(C=C2)N(C)CCN(C)C)OC)N(C1=O)C)C#C[Si](C(C)C)(C(C)C)C(C)C